C(#N)C=1C=NN2C1C(=CC(=C2)C=2C=NN(C2C)C2CCC(CC2)N(C(OC(C)(C)C)=O)C)O tert-butyl N-[4-[4-(3-cyano-4-hydroxypyrazolo[1,5-a]pyridin-6-yl)-5-methyl-pyrazol-1-yl]cyclohexyl]-N-methyl-carbamate